methylenephenethyl alcohol C=C(CC1=CC=CC=C1)O